8-bromo-1-[trans-4-(trifluoromethyl)cyclohexyl]-4H-[1,2,4]Triazolo[4,3-a][1]Benzazepin-5(6H)-one BrC=1C=CC2=C(CC(CC=3N2C(=NN3)[C@@H]3CC[C@H](CC3)C(F)(F)F)=O)C1